C(C)OC(C=CCCCCCCCCCCCCCCC)=O Octadecenoic acid ethyl ester